8-methyl-1-oxa-2,8-diazaspiro[4.6]undec-2-en-9-one CN1CCC2(CC=NO2)CCC1=O